ALPHA-CHLOROCINNAMALDEHYDE ClC(C=O)=CC1=CC=CC=C1